Tridibenzyl-acetone dipalladium [Pd].[Pd].C(C1=CC=CC=C1)C(C(C)=O)CC1=CC=CC=C1.C(C1=CC=CC=C1)C(C(C)=O)CC1=CC=CC=C1.C(C1=CC=CC=C1)C(C(C)=O)CC1=CC=CC=C1